NCC=1C=C(C=CC1)C=1C=C(C2=C(C(=CO2)COC2=C(C=CC=C2)CC(=O)O)C1)COC1=CC=C(C=C1)F 2-(2-((5-(3-(aminomethyl)phenyl)-7-((4-fluorophenoxy)methyl)benzofuran-3-yl)methoxy)phenyl)acetic acid